OC[C@@]12CCC[C@H]1[C@@H]1CC[C@H]3CC(CC[C@]3(C)[C@H]1CC2)=O hydroxy-5α-androstan-3-one